Cl.N1=CC=C(C2=CC=CC=C12)NCCC#CC=1SC=C(N1)C=O 2-(4-(quinolin-4-ylamino)but-1-ynyl)thiazole-4-carbaldehyde hydrochloride